ClC1=CC=CC2=C1N=NN(C2=O)CC(=O)O 2-(8-chloro-4-oxo-benzo[d][1,2,3]triazin-3(4H)-yl)acetic acid